tertbutyl N-[6-[[[(1-methyltetrazol-5-yl)-phenyl-methylene]amino]oxymethyl]-2-pyridyl]carbamate CN1N=NN=C1C(C1=CC=CC=C1)=NOCC1=CC=CC(=N1)NC(OC(C)(C)C)=O